ClC1=NN(C2=CC=C(C=C12)C(=O)N(C)[C@@H]1COCC=2NC(C=3C=C(C(=CC3C21)F)F)=O)C (S)-3-Chloro-N-(8,9-difluoro-6-oxo-1,4,5,6-tetrahydro-2H-pyrano[3,4-c]isoquinolin-1-yl)-N,1-dimethyl-1H-indazole-5-carboxamide